ClC1=CC=C(C=C1)CNC(=O)NC1=CC=C(C=C1)CC(=O)NC1CN(C1)C 2-[4-({[(4-chlorophenyl)methyl]amino}carbonylamino)phenyl]-N-(1-methylazetidin-3-yl)acetamide